2,4-Dihydroxyheptadec-16-enyl acetate C(C)(=O)OCC(CC(CCCCCCCCCCCC=C)O)O